3-[[4-(4-fluorophenyl)-7-hydroxy-3-tetrahydropyran-4-yl-2-quinolyl]amino]bicyclo[1.1.1]pentane-1-carboxylic acid FC1=CC=C(C=C1)C1=C(C(=NC2=CC(=CC=C12)O)NC12CC(C1)(C2)C(=O)O)C2CCOCC2